BrC1=CN=CC=2NCC(N(C21)C)(C)C 8-Bromo-1,2,2-trimethyl-1,2,3,4-tetrahydropyrido[3,4-b]pyrazine